CCCCC/C=C\\C=C\\[C@@H](CCCCCCCC(=O)O)OO The molecule is an HPODE (hydroperoxy-octadecadienoic acid) in which the double bonds are at positions 10 and 12 (E and Z geometry, respectively) and the hydroperoxy group is at position 9 (R configuration). It derives from a (10E,12Z)-octadecadienoic acid. It is a conjugate acid of a 9(R)-HPODE(1-). It is an enantiomer of a 9(S)-HPODE.